D-mannuronic acid (mannuronate) O=C[C@@H](O)[C@@H](O)[C@H](O)[C@H](O)C(=O)O.O=C[C@@H](O)[C@@H](O)[C@H](O)[C@H](O)C(=O)O